(3R,4S)-3-cyclopropyl-1-(6-(1-(difluoromethyl)-1H-pyrazol-4-yl)pyrrolo[1,2-b]pyridazin-4-yl)-4-methyl-2-oxopyrrolidine-3-carbonitrile C1(CC1)[C@]1(C(N(C[C@H]1C)C=1C=2N(N=CC1)C=C(C2)C=2C=NN(C2)C(F)F)=O)C#N